rac-1-(2-bromopyridin-3-yl)-3-((1r,3r)-3-hydroxycyclobutyl)urea BrC1=NC=CC=C1NC(=O)NC1CC(C1)O